methyl 3-amino-2-(1,2,3,4-tetrahydroquinoline-4-carbonyl)-6,7-dihydro-2H-pyrazolo[4,3-c]pyridine-5(4H)-carboxylate NC=1N(N=C2C1CN(CC2)C(=O)OC)C(=O)C2CCNC1=CC=CC=C21